methyl (S)-2-(benzylsulfonyl)-1-((tetrahydrofuran-2-yl)methyl)-1H-benzo[d]imidazole-6-carboxylate C(C1=CC=CC=C1)S(=O)(=O)C1=NC2=C(N1C[C@H]1OCCC1)C=C(C=C2)C(=O)OC